N-(2-fluoro-5-(trifluoromethyl)phenyl)-4-(4,4,5,5-tetramethyl-1,3,2-dioxaborolan-2-yl)benzamide FC1=C(C=C(C=C1)C(F)(F)F)NC(C1=CC=C(C=C1)B1OC(C(O1)(C)C)(C)C)=O